C(C)OP(=O)(OCC)C(C(=O)OC(C)(C)C)CC1=NC(=NO1)CCCCCCC(C(F)(F)F)(F)F tert-butyl 2-(diethoxyphosphoryl)-3-(3-(7,7,8,8,8-pentafluorooctyl)-1,2,4-oxadiazol-5-yl)propanoate